FC(C)(F)C=1C=C(C=CC1)NC(=O)C1C(=NN(C1=O)C=1C=C(C(=O)OC)C=CC1)C methyl 3-(4-((3-(1,1-difluoroethyl)phenyl)carbamoyl)-3-methyl-5-oxo-4,5-dihydro-1H-pyrazol-1-yl)benzoate